CN1N=C(C(=C1)NC1=CC=C(C=C1)C(F)(F)F)C1=NN=C(O1)[C@]1(C(NCC1)=O)C=C (R)-3-(5-(1-methyl-4-((4-(trifluoromethyl)phenyl)amino)-1H-pyrazol-3-yl)-1,3,4-oxadiazol-2-yl)-3-vinylpyrrolidin-2-one